FC1=C(C=CC=C1F)CN1[C@@H](CCC1=O)CC(=O)O[C@@H]1[C@H](CC[C@H](C1)C)C(C)C [(1S,2R,5R)-2-isopropyl-5-methylcyclohexyl] 2-[(2S)-1-[(2,3-difluorophenyl)methyl]-5-oxopyrrolidin-2-yl]acetat